N[C@H]1CN(CC1)C1=NC(=NC2=CC=C(C=C12)C)N1CCS(C2=C(C1)C=CC=C2)=O 4-(((R)-3-aminopyrrolidin-1-yl)-6-methylquinazolin-2-yl)-1-oxido-2,3,4,5-tetrahydrobenzo[f][1,4]thiazepine